5-((5-Fluoro-6-(piperidin-1-yl)pyridin-3-yl)amino)-2-methyl-isoindolin-1-one FC=1C=C(C=NC1N1CCCCC1)NC=1C=C2CN(C(C2=CC1)=O)C